FC1=C(OC=2C=C(C(=O)N)C=C(C2)C(F)(F)F)C=C(C(=C1)S(NC1=NC=NS1)(=O)=O)F 3-{2,5-difluoro-4-[(1,2,4-thiadiazol-5-yl)sulfamoyl]phenoxy}-5-(trifluoromethyl)benzamide